CC1(CC=C(CC1)C1=NC(=NC2=NC(=C(N=C12)C)C)N1C[C@@H](OCC1)C=1C=NN(C1)C)C (S)-4-(4-(4,4-dimethylcyclohex-1-en-1-yl)-6,7-dimethylpteridin-2-yl)-2-(1-methyl-1H-pyrazol-4-yl)morpholine